ClC=1C(=CC(=C(C1)C1=CC=C(C=C1)NC([C@@H]1N(CCC1)C(NC1=CC=C(C=C1)C(C)C)=O)=O)F)C(=O)O 5-chloro-2-fluoro-4'-[(1-{[4-(propan-2-yl)phenyl]carbamoyl}-D-prolyl)amino][1,1'-biphenyl]-4-carboxylic acid